C(C)(C)(C)OC(=O)N1[C@@H](CC(C1)(C)C)C(NC1=NC(=CC=C1)Br)=O (S)-2-((6-bromopyridin-2-yl)carbamoyl)-4,4-dimethylpyrrolidine-1-carboxylic acid tert-butyl ester